1-(2-chloro-4-methoxy-phenyl)-2-oxo-6-(trifluoromethyl)pyridine-3-carboxylic acid ClC1=C(C=CC(=C1)OC)N1C(C(=CC=C1C(F)(F)F)C(=O)O)=O